ClC=1C=C(C#N)C=C(C1)[C@H]([C@@H](C)N1[C@@H](C[C@@H](C1)COC1=CC=C(C=C1)S(=O)(=O)C)C)O 3-chloro-5-[(1R,2R)-1-hydroxy-2-[(2R,4S)-4-[(4-methanesulfonylphenoxy)methyl]-2-methylpyrrolidin-1-yl]propyl]benzonitrile